ClC1=CC=NC=2CCCC(C12)C 4-chloro-5-methyl-5,6,7,8-tetrahydroquinoline